((2,4,6-trifluorobenzyl)carbamoyl)-1,4-dihydropyridine-2-carboxylate FC1=C(CNC(=O)OC(=O)C=2NC=CCC2)C(=CC(=C1)F)F